(S)-N'-(((2R,5S)-2-fluoro-5-methyl-1,2,3,5,6,7-hexahydro-s-indacen-4-yl)carbamoyl)-6,7-dihydro-5H-pyrazolo[5,1-b][1,3]oxazine-3-sulfonimidamide F[C@@H]1CC2=CC=3CC[C@@H](C3C(=C2C1)NC(=O)N=[S@@](=O)(N)C=1C=NN2C1OCCC2)C